CC1(OB(OC1(C)C)C1=C(C=CC=C1)CCC=O)C 3-[2-(4,4,5,5-tetramethyl-[1,3,2]dioxaborolan-2-yl)-phenyl]-propionaldehyde